ClC=1C(=C(CNC(=O)[C@H]2N(C[C@@H](C2)F)C(CN2C=CC=3C2=NC=C(C3NC(OCCCC)=O)C#N)=O)C=CC1)F butyl (1-(2-((2S,4R)-2-((3-chloro-2-fluorobenzyl)carbamoyl)-4-fluoropyrrolidin-1-yl)-2-oxoethyl)-5-cyano-1H-pyrrolo[2,3-b]pyridin-4-yl)carbamate